C(C)(C)[Si]1(O[Si](O[Si](O[Si](O1)(CC=C)C(C)C)(CC=C)C(C)C)(CC=C)C(C)C)CC=C tetraisopropyl-tetraallylcyclotetrasiloxane